F[C@H]1CNCC[C@H]1N(C(OCC1=CC=CC=C1)=O)C benzyl ((3S,4R)-3-fluoropiperidin-4-yl)(methyl)carbamate